O=C1C=C(N=C(N1)SCCC(=O)O)C(F)(F)F 3-(6-oxo-4-trifluoromethyl-1,6-dihydro-pyrimidin-2-ylsulfanyl)-propionic acid